Methyl ((((1S,4R)-4-(2-amino-6-chloro-9H-purin-9-yl)cyclopent-2-en-1-yl) methoxy)(2-chlorophenoxy)phosphoryl)-L-alaninate NC1=NC(=C2N=CN(C2=N1)[C@H]1C=C[C@H](C1)COP(=O)(OC1=C(C=CC=C1)Cl)N[C@@H](C)C(=O)OC)Cl